(6S)-5-(2-hydroxy-2-(2-(trifluoromethyl)phenyl)acetyl)-N-((S)-3-oxo-1-((S)-2-oxopyrrolidin-3-yl)-4-(trifluoromethoxy)butan-2-yl)-5-azaspiro[2.4]heptane-6-carboxamide OC(C(=O)N1CC2(CC2)C[C@H]1C(=O)N[C@@H](C[C@H]1C(NCC1)=O)C(COC(F)(F)F)=O)C1=C(C=CC=C1)C(F)(F)F